[Au].[Ag].[Cu] copper-silver-gold